ethyl 2-[(3,3-dioxo-1,3lambda6-benzoxathiol-6-yl)amino]-4-[[(1S)-2-hydroxy-1-phenyl-ethyl]amino]pyrimidine-5-carboxylate O=S1(COC2=C1C=CC(=C2)NC2=NC=C(C(=N2)N[C@H](CO)C2=CC=CC=C2)C(=O)OCC)=O